C(CCCCCCCCCCCC(=O)[O-])(=O)OC mono-methyl brassylate